1-((3aR,5r,6aS)-5-((5-(1-(2,2-difluoroethyl)-2-methyl-1H-benzo[d]imidazol-6-yl)-7H-pyrrolo[2,3-d]pyrimidin-2-yl)amino)hexahydrocyclopenta[c]pyrrol-2(1H)-yl)ethan-1-one FC(CN1C(=NC2=C1C=C(C=C2)C2=CNC=1N=C(N=CC12)NC1C[C@@H]2[C@@H](CN(C2)C(C)=O)C1)C)F